C(C#CC[C@H]1[C@@H](CCCCCCCCCCC)O1)O (5S,6R)-5,6-epoxy-2-heptadecyne-1-ol